C1(CCCC1)NC=1C2=C(N=CN1)OC(=C2C=2C=CC(=C(C2)NC(C=C)=O)OCCN(C)C)C2=CC=CC=C2 N-{5-[4-(Cyclopentylamino)-6-phenylfuro[2,3-d]pyrimidin-5-yl]-2-[2-(dimethylamino)ethoxy]phenyl}prop-2-enamide